((5-ethynyl-2-methylphenyl)sulfonyl)morpholine C(#C)C=1C=CC(=C(C1)S(=O)(=O)N1CCOCC1)C